COC(C1=C(C(=CC=C1)C1N(CCC1)C1=C(C=C(C=C1)C(F)(F)F)Cl)F)=O 3-(1-(2-Chloro-4-(trifluoromethyl)phenyl)pyrrolidin-2-yl)-2-fluorobenzoic acid methyl ester